CC1=NC=2C=CN(C(C2C=C1C(=O)O)=O)C 2,6-dimethyl-5-oxo-5,6-dihydro-1,6-naphthyridine-3-carboxylic acid